C(\C=C/C(=O)OCC)(=O)OOC(C=C)=O acryloyloxy ethyl maleate